C(CCCCCCCCCCCCCCCCC)NC1=NC(N(C=C1)[C@H]1[C@@H](O)[C@H](O)[C@H](O1)CO)=O N4-octadecyl-1-beta-D-arabinofuranosyl-cytosine